ClC1=CC=C(C=C1)NC(NC1=CC(=CC=C1)N1CCCCC1)=O 3-(4-chlorophenyl)-1-[3-(piperidin-1-yl)phenyl]urea